FC(C(=O)O)(F)F.NC=1C=2N(C=C(N1)C1=C(C=C(C(=O)N(C)C)C=C1)F)C(=CN2)C2=C(C=CC(=C2)S(=O)(=O)N[C@@H]2CC[C@H](CC2)O)C 4-[8-Amino-3-(5-{[(trans-4-hydroxycyclohexyl)amino]sulfonyl}-2-methylphenyl)imidazo[1,2-a]pyrazin-6-yl]-3-fluoro-N,N-dimethylbenzamide trifluoroacetate